3-(azetidin-1-yl)-N-(2-(3-fluoro-2-methylphenyl)propan-2-yl)propanamide N1(CCC1)CCC(=O)NC(C)(C)C1=C(C(=CC=C1)F)C